(Z)-1-(3-bromo-5-methoxyphenyl)-N-hydroxymethanimine BrC=1C=C(C=C(C1)OC)\C=N/O